2-(3-chloro-5-(nicotinoyloxy)benzylidene-amino)-3-(4-hydroxy-phenyl)propanoic acid ClC=1C=C(C=NC(C(=O)O)CC2=CC=C(C=C2)O)C=C(C1)OC(C1=CN=CC=C1)=O